(2S,4R)-1-(2-(3-Acetyl-5-(1-cyclopropyl-1H-pyrazol-4-yl)-1H-indazol-yl)acetyl)-N-(6-bromopyridin-2-yl)-4-fluoropyrrolidine-2-carboxamide C(C)(=O)C1=NN(C2=CC=C(C=C12)C=1C=NN(C1)C1CC1)CC(=O)N1[C@@H](C[C@H](C1)F)C(=O)NC1=NC(=CC=C1)Br